3-((R)-2-acrylamido-3-(3-chloro-4-methoxyphenyl)propionamido)-2-(hydroxymethyl)-2-methylpropionic acid C(C=C)(=O)N[C@@H](C(=O)NCC(C(=O)O)(C)CO)CC1=CC(=C(C=C1)OC)Cl